C1(CC1)CN1C2=NC=NC(=C2N=C1)OC1=CC=C(C=C1)NC(=S)NC(=O)C1=CC2=CC=CC=C2C=C1 N-((4-((9-(cyclopropylmethyl)-9H-purin-6-yl)oxy)phenyl)carbamothioyl)-2-naphthamide